N[C@H](C(=O)O)COCC1=CC=CC=C1 (2S)-2-amino-3-phenylmethoxypropanoic acid